trans-2-((4-(4-(4-Chlorophenyl)-4H-1,2,4-triazol-3-yl)cyclohexyl)oxy)pyridin ClC1=CC=C(C=C1)N1C(=NN=C1)[C@@H]1CC[C@H](CC1)OC1=NC=CC=C1